2-(2-(trifluoromethyl)benzyl)imidazo[1,2-c]quinazolin-5-amine FC(C1=C(CC=2N=C3N(C(=NC=4C=CC=CC34)N)C2)C=CC=C1)(F)F